3-(4-(4-(2-(2-aminopyridin-3-yl)-3H-imidazo[4,5-b]pyridin-3-yl)benzyl)piperazine-1-carbonyl)picolinonitrile NC1=NC=CC=C1C1=NC=2C(=NC=CC2)N1C1=CC=C(CN2CCN(CC2)C(=O)C=2C(=NC=CC2)C#N)C=C1